3,5-diphosphotyrosine P(=O)(O)(O)C=1C=C(C[C@H](N)C(=O)O)C=C(C1O)P(=O)(O)O